4-[(7-ethyl-7-hydroxy-5,6-dihydrocyclopenta[b]pyridin-2-yl)amino]-2-[3-methyl-4-(4-piperidyl)anilino]pyrimidine-5-carbonitrile C(C)C1(CCC=2C1=NC(=CC2)NC2=NC(=NC=C2C#N)NC2=CC(=C(C=C2)C2CCNCC2)C)O